1-(bromomethyl)-3-methanesulfonylbenzene BrCC1=CC(=CC=C1)S(=O)(=O)C